4-(2-methoxyethylsulfanyl)benzoic acid COCCSC1=CC=C(C(=O)O)C=C1